3-(4-((7-(cyclopropylamino)heptyl)thio)-1-oxoisoindolin-2-yl)piperidine-2,6-dione C1(CC1)NCCCCCCCSC1=C2CN(C(C2=CC=C1)=O)C1C(NC(CC1)=O)=O